CS(=O)(=O)N1CCC(CC1)C1=CC=C(C=C1)C1=CC=2C(=NC=CN2)C(=N1)NC[C@@H]1CNCCO1 (S)-7-(4-(1-(methylsulfonyl)-piperidin-4-yl)phenyl)-N-(morpholine-2-ylmethyl)pyrido[3,4-b]pyrazine-5-amine